1-amino-N-(6-(5-chloro-6-fluoro-7-(isopropylamino)-1H-indazol-4-yl)imidazo[1,2-a]pyrazin-2-yl)cyclopropane-1-carboxamide NC1(CC1)C(=O)NC=1N=C2N(C=C(N=C2)C2=C3C=NNC3=C(C(=C2Cl)F)NC(C)C)C1